(R)-6-chloro-7-(2-(((3-chloropyridin-2-yl)oxy)methyl)pyrrolidin-1-yl)-1-(6-(2-(dimethylamino)ethoxy)pyridin-3-yl)-4-oxo-1,4-dihydroquinoline-3-carboxylic acid ClC=1C=C2C(C(=CN(C2=CC1N1[C@H](CCC1)COC1=NC=CC=C1Cl)C=1C=NC(=CC1)OCCN(C)C)C(=O)O)=O